FC1=NC=C(C=N1)F 2,5-difluoropyrimidine